5-(4-fluorophenyl)-4-methylnicotinic acid methyl ester COC(C1=CN=CC(=C1C)C1=CC=C(C=C1)F)=O